C[C@]12CCC([C@@H]1[C@H]3CC[C@@H]4[C@]5(CC[C@@H](C([C@@H]5CC[C@]4([C@@]3(CC2)C)C)(C)C)O)C)C(C)(C)O lupane-3β,20-diol